[C@H]12COC[C@@H]2C1NC(=O)C1=CC(=NN1[C@@H](C)C1=CC(=CC=C1)Cl)C(=O)NC N5-((1R,5S,6r)-3-Oxabicyclo[3.1.0]hexan-6-yl)-1-((S)-1-(3-chlorophenyl)ethyl)-N3-methyl-1H-pyrazole-3,5-dicarboxamide